N-allyl-1-hydroxy-N,6,6,9-tetramethyl-3-pentyl-6H-benzo[c]chromene-2-carboxamide C(C=C)N(C(=O)C=1C(=C2C3=C(C(OC2=CC1CCCCC)(C)C)C=CC(=C3)C)O)C